C(N)(=O)C1=C(C(=O)N2C[C@H](N(CC2)C=2C=CC(=NC2C(=O)NCCNC)C=2C(=NC=CC2)OCC)CC)C=CC(=C1)Cl 5-[(2R)-4-(2-carbamoyl-4-chlorobenzoyl)-2-ethylpiperazin-1-yl]-2'-ethoxy-N-[2-(methylamino)ethyl]-[2,3'-bipyridine]-6-carboxamide